1-[4-chloro-2-(methoxymethoxy)-6-methyl-phenyl]-N-[(3R)-1-methyl-3-piperidyl]pyrido[3,4-d]pyridazin-4-amine ClC1=CC(=C(C(=C1)C)C1=C2C(=C(N=N1)N[C@H]1CN(CCC1)C)C=NC=C2)OCOC